COC=1C=C2C(N(C(=NC2=CC1OC)CCCCN(C(OC(C)(C)C)=O)C)CC(C)(C)C)=O tert-butyl (4-(6,7-dimethoxy-3-neopentyl-4-oxo-3,4-dihydroquinazolin-2-yl)butyl)(methyl)carbamate